5-((1-(6-methyl-2-(2-methyl-2H-indazol-5-yl)-4-oxo-4H-chromen-8-yl)ethyl)amino)pyrimidine-4-carboxylic acid CC=1C=C2C(C=C(OC2=C(C1)C(C)NC=1C(=NC=NC1)C(=O)O)C1=CC2=CN(N=C2C=C1)C)=O